3-(bromotriphenyl-lambda5-phosphanyl)propanoic acid BrP(CCC(=O)O)(C1=CC=CC=C1)(C1=CC=CC=C1)C1=CC=CC=C1